NC=1C=C(C=C(C1)C(F)(F)F)[C@@H](C)NC(=O)C1=NN(C(C=C1)=O)C1=CC(=CC=C1)C=1N(N=CN1)C N-[(1R)-1-[3-amino-5-(trifluoromethyl)phenyl]ethyl]-1-[3-(2-methyl-1,2,4-triazol-3-yl)phenyl]-6-oxo-pyridazine-3-carboxamide